ClC1=C(C=C(C=C1)NC1=NC=CC(=N1)NC1=NC(=NC=C1)C1=NC(=CC=C1)C)CN1CCN(CC1)C N2-[4-chloro-3-[(4-methylpiperazin-1-yl)methyl]phenyl]-N4-[2-(6-methyl-2-pyridyl)pyrimidin-4-yl]pyrimidine-2,4-diamine